ClC=1C(=NC=CC1C(F)(F)F)C(=O)NC1=CC(=C(C=C1)C)NC1=NC=CC=C1C1=C2N=CN(C2=NC=N1)C1OCCCC1 3-chloro-N-(4-methyl-3-((3-(9-(tetrahydro-2H-pyran-2-yl)-9H-purin-6-yl)-pyridin-2-yl)amino)phenyl)-4-(trifluoromethyl)picolinamide